CN1CC2N(CC1=O)CCC2 2-methylhexahydropyrrolo[1,2-a]pyrazin-3(4H)-one